4-(methylthio)quinoline CSC1=CC=NC2=CC=CC=C12